FC[C@H]1N(C[C@H](C1)OC1=NC=C(C=C1)OC(F)(F)F)C(=O)OCC1=CC=CC=C1 benzyl (2S,4S)-2-(fluoromethyl)-4-((5-(trifluoromethoxy)pyridin-2-yl) oxy)pyrrolidine-1-carboxylate